3,5-dimethoxyphenylacethydrazide COC=1C=C(C=C(C1)OC)CC(=O)NN